tert-butyl (S)-2-methyl-4-(5-methyl-2,3-dihydro-1H-pyrrolo[2,3-b]pyridin-4-yl)piperazine-1-carboxylate C[C@@H]1N(CCN(C1)C1=C2C(=NC=C1C)NCC2)C(=O)OC(C)(C)C